(2S,4R)-4-methyl-N-{(2S)-1-oxo-3-[(3S)-2-oxopyrrolidin-3-yl]-1-[4-(trifluoromethyl)-1,3-benzoxazol-2-yl]propan-2-yl}-1-[N-(trifluoroacetyl)-L-valyl]piperidine-2-carboxamide C[C@H]1C[C@H](N(CC1)C([C@@H](NC(C(F)(F)F)=O)C(C)C)=O)C(=O)N[C@H](C(C=1OC2=C(N1)C(=CC=C2)C(F)(F)F)=O)C[C@H]2C(NCC2)=O